4-[1-(1-cyclopentylethyl)-1H-pyrazol-4-yl]-1H-pyrrolo[2,3-b]pyridine C1(CCCC1)C(C)N1N=CC(=C1)C1=C2C(=NC=C1)NC=C2